O=C1SC(C=C1CC(C(=O)O)NP(=O)(O)O)=O 3-(2,5-dioxo-2,5-dihydrothiophen-3-yl)-2-(phosphonoamino)propanoic acid